BrC1=C(N(N=C1)C1=NC=CC=C1)C(C)N=CC1CC1 N-[1-[4-bromo-2-(2-pyridyl)pyrazol-3-yl]ethyl]-1-cyclopropyl-methanimine